FC1=C(C(=CC=C1)C1=NN(C=N1)C)C(C)=O 1-(2-Fluoro-6-(1-methyl-1H-1,2,4-triazol-3-yl)phenyl)ethan-1-one